C(C1=CC=CC=C1)SC=1C=NC=C(C1C(=O)N)Br 3-benzylsulfanyl-5-bromo-pyridine-4-carboxamide